6,6'-bis-(3-cyanophenyl)-2,2'-bis-(2-hydroxyethoxy)-1,1'-binaphthyl C(#N)C=1C=C(C=CC1)C=1C=C2C=CC(=C(C2=CC1)C1=C(C=CC2=CC(=CC=C12)C1=CC(=CC=C1)C#N)OCCO)OCCO